Cl.NC1=C(C=CC=C1)N1C(=CC=C1C1=CC=C(C=C1)Br)C=1C=C(C(=O)NCCN(C)C)C=CC1 3-[1-(2-aminophenyl)-5-(4-bromophenyl)pyrrol-2-yl]-N-[2-(dimethylamino)ethyl]benzamide hydrochloride